C(C)(=O)O[C@@H]1[C@H](C(O[C@@H]([C@H]1OC(C)=O)COC(C)=O)N=[N+]=[N-])[18F] 3,4,6-tri-O-acetyl-2-deoxy-2-[18F]fluoroglucopyranosyl azide